8-(3,5-dimethyl-4-oxo-1-(tetrahydro-2H-pyran-2-yl)-4,5-dihydro-1H-pyrazolo[3,4-d]pyrimidin-6-yl)-2-(2-(trifluoromethyl)pyridin-4-yl)-2,8-diazaspiro[4.5]decan-3-one CC1=NN(C=2N=C(N(C(C21)=O)C)N2CCC1(CC(N(C1)C1=CC(=NC=C1)C(F)(F)F)=O)CC2)C2OCCCC2